1-(2-(3-chloro-4-(6-(1-methylcyclopropoxy)-9-((5-methylthiazol-2-yl)methyl)-9H-purin-8-yl)phenoxy)ethyl)azetidin-3-ol ClC=1C=C(OCCN2CC(C2)O)C=CC1C=1N(C2=NC=NC(=C2N1)OC1(CC1)C)CC=1SC(=CN1)C